N1=C2N(C=C1)CC=C2O 5H-pyrrolo[1,2-a]imidazol-7-ol